FC1=C(C=CC(=C1)F)[C@H]1CN(CC12CCC2)C(=O)C2=CC(=NO2)O (S)-(8-(2,4-difluorophenyl)-6-azaspiro[3.4]octan-6-yl)(3-hydroxyisoxazol-5-yl)methanone